1-((2R,4S,5S)-4-hydroxy-5-(hydroxymethyl)tetrahydrofuran-2-yl)-5-methylpyrimidine-2,4(1H,3H)-dione O[C@H]1C[C@@H](O[C@H]1CO)N1C(NC(C(=C1)C)=O)=O